OC1=CC=C(C=C1)C(CCCCCCC)C1=CC=C(C=C1)O 1,1-bis(4'-hydroxyphenyl)n-octane